CN1CCN(CC1)CC=1C=C(CC2(C(C=NC3=CC=CC=C23)N)N)C=CC1 4-(3-((4-methylpiperazin-1-yl)methyl)benzyl)quinoline-3,4-diamine